FC1=C(C=CC=C1)NNC(=O)C=1N=C(SC1)C1=CC=CC=C1 N'-(2-fluorophenyl)-2-phenylthiazole-4-hydrazide